(S)-1-phenylethyl mesylate S(C)(=O)(=O)O[C@@H](C)C1=CC=CC=C1